anisoyl-uridine C(C1=CC=C(C=C1)OC)(=O)[C@@]1([C@H](O)[C@H](O)[C@@H](CO)O1)N1C(=O)NC(=O)C=C1